CC(/C(/O[Cu]O\C(\C(C)C)=C\1/C(CCCC1)=O)=C\1/C(CCCC1)=O)C bis((Z)-2-methyl-1-(2-oxocyclohexylidene)propoxy)copper